C1(=CC=CC=C1)C1=C(C(=C(S1)C1=NN=NC=C1)C1=CC=CC=C1)C1=CC=CC=C1 triphenylthiophenyltriazine